C(C)(C)(C)OC(=O)NC1CCC(CC1)N(C(OC(C)(C)C)=O)[C@H]1[C@@H](C1)C=1C=NC(=CC1)NCC1=CC(=CC=C1)C tert-butyl (4-((tert-butoxycarbonyl)amino)cyclohexyl)((trans)-2-(6-((3-methylbenzyl)amino)pyridin-3-yl) cyclopropyl)carbamate